C(C)(=O)O.C(C)(=O)O.C(C)(=O)O.C(C)(=O)O.O=C[C@H](O)[C@@H](O)[C@H](O)[C@H](O)CO D-glucose tetraacetate